ClC1=C(C=C2C=NNC2=C1)C[C@@H](CNC(C[C@@H](C1(CC1)C(F)(F)F)C1=CC=NC=C1)=O)N(C)C (R)-N-((S)-3-(6-chloro-1H-indazol-5-yl)-2-(dimethylamino)propyl)-3-(pyridin-4-yl)-3-(1-(trifluoromethyl)cyclopropyl)propanamide